5-fluoro-6-methoxybenzofuran-3-carboxylic acid ethyl ester C(C)OC(=O)C1=COC2=C1C=C(C(=C2)OC)F